BrC1=C2C=CC=C(C2=CC=C1)C1=C(C=CC=C1O)O 2-(5-bromonaphthalen-1-yl)benzene-1,3-diol